C[C@@H]1CN(C(=CC1)C1=CC2=CN(N=C2C=C1)C1CC(N(C(C1)(C)C)C)(C)C)C(=O)OC(C)(C)C tert-Butyl (3S)-3-methyl-6-[2-(1,2,2,6,6-pentamethyl-4-piperidyl) indazol-5-yl]-3,4-dihydro-2H-pyridine-1-carboxylate